N-methyl-6-(methyl-d3)-5-(4-((2-(2-oxobutanamido)thiazol-4-yl)methyl)piperazin-1-yl)picolinamide CNC(C1=NC(=C(C=C1)N1CCN(CC1)CC=1N=C(SC1)NC(C(CC)=O)=O)C([2H])([2H])[2H])=O